(R)-1-chloro-N-(1-methylpiperidin-3-yl)-7,8-dihydro-5H-pyrano[3,4-d]pyridazin-4-amine ClC1=C2C(=C(N=N1)N[C@H]1CN(CCC1)C)COCC2